tert-butyl (7-azaspiro[3.5]nonan-2-yl)carbamate C1C(CC12CCNCC2)NC(OC(C)(C)C)=O